NC1=CC=C(C=N1)N1C=C(C(C2=CC(=C(C=C12)N1[C@H](CCC1)COC1=NC=CC=C1Cl)Cl)=O)C(=O)O (R)-1-(6-aminopyridin-3-yl)-6-chloro-7-(2-(((3-chloropyridin-2-yl)oxy)methyl)pyrrolidin-1-yl)-4-oxo-1,4-dihydroquinoline-3-carboxylic acid